1-Bromoperfluorononane BrC(C(C(C(C(C(C(C(C(F)(F)F)(F)F)(F)F)(F)F)(F)F)(F)F)(F)F)(F)F)(F)F